2-(bromomethyl)pyridine hydrobromide salt Br.BrCC1=NC=CC=C1